4-(5-(4-cyanophenyl)imidazo[2,1-b][1,3,4]thiadiazol-2-yl)-N-(2-hydroxyethyl)benzamide C(#N)C1=CC=C(C=C1)C1=CN=C2SC(=NN21)C2=CC=C(C(=O)NCCO)C=C2